3-[5-[2-(azetidin-3-yl)ethynyl]-3-methyl-2-oxo-benzimidazol-1-yl]Piperidine-2,6-dione N1CC(C1)C#CC1=CC2=C(N(C(N2C)=O)C2C(NC(CC2)=O)=O)C=C1